COC(NC(C)C1(CN(C1)C(=O)C1=C(C(=C(C=C1)F)F)NC1=C(C=C(C=C1)I)F)O)=O {1-[1-({3,4-difluoro-2-[(2-fluoro-4-iodophenyl)amino]Phenyl}carbonyl)-3-hydroxyazetidin-3-yl]Ethyl}carbamic acid methyl ester